Diazobenzene tetrafluoroborate salt F[B-](F)(F)F.[N+](=[N-])=C1CC=CC=C1